1-(2-Phenylacetylpiperidin-4-yl)-1H-benzo[d]imidazol-2(3H)-one C1(=CC=CC=C1)CC(=O)N1CCC(CC1)N1C(NC2=C1C=CC=C2)=O